ClC1=C(C(=NC(=N1)SCC)NC)N 6-Chloro-2-(ethylthio)-N4-methylpyrimidine-4,5-diamine